diphenol phosphate P(=O)(O)(O)O.C1(=CC=CC=C1)O.C1(=CC=CC=C1)O